4,4'-diisopropylbiphenyl C(C)(C)C1=CC=C(C=C1)C1=CC=C(C=C1)C(C)C